tertbutyl peroxy-isobutyrate C(C(C)C)(=O)OOC(C)(C)C